(S)-1-{6-[(4-{2-[(R)-2-methoxy-1-phenylethylamino]-6-(m-cyanophenyl)-4-pyrimidinyl}-1H-1,2,3-triazol-1-yl)methyl]-2-pyridinyl}-3-pyrrolidinecarboxylic acid COC[C@@H](C1=CC=CC=C1)NC1=NC(=CC(=N1)C=1N=NN(C1)CC1=CC=CC(=N1)N1C[C@H](CC1)C(=O)O)C1=CC(=CC=C1)C#N